1,3-bis[(2-methoxycyclohexane-1-yl)methyl]imidazolium COC1C(CCCC1)CN1C=[N+](C=C1)CC1C(CCCC1)OC